amino-2-propyl-silane N[SiH2]C(C)C